5-(3-iodophenyl)-1H-indazol-3-amine IC=1C=C(C=CC1)C=1C=C2C(=NNC2=CC1)N